ethyl 2-methyl-1-oxo-2,3-dihydro-1H-indene-2-carboxylate CC1(C(C2=CC=CC=C2C1)=O)C(=O)OCC